COC1=NC2=CC=CC=C2C=C1CC1=CC=C(C(=O)OC(C)(C)C)C=C1 tert-butyl 4-((2-methoxyquinolin-3-yl)methyl)benzoate